FC=1C=C(C=CC1)N1C[C@@H](CCC1)NC1=CC(=NC=N1)N1CCN(CC1)CCCCCCCC=O 8-(4-(6-(((R)-1-(3-fluorophenyl)piperidin-3-yl)amino)pyrimidin-4-yl)piperazin-1-yl)octan-1-one